CN1N=C2C=CC=C(C2=C1)C1=NN(C2=C(C=CC=C12)C)C=1C=CC(=NC1)N1CC2C(C2C1)C(=O)N 3-(5-{2',7-dimethyl-1H,2'H-[3,4'-biindazol]-1-yl}pyridin-2-yl)-3-azabicyclo[3.1.0]hexane-6-carboxamide